BrCCCCCCC(=O)N1CCC(CC1)C=1C=C2CCN(CC2=C(C1)N1CCCC2=CC(=C(C=C12)C(F)F)C=1C=NN(C1)C)C(=O)NC 6-[1-(7-Bromoheptanoyl)-4-piperidinyl]-8-[7-(difluoromethyl)-6-(1-methylpyrazol-4-yl)-3,4-dihydro-2H-quinolin-1-yl]-N-methyl-3,4-dihydro-1H-isoquinoline-2-carboxamide